The molecule is a cysteine zwitterion derived from D-cysteine by transfer of a proton from each of the carboxy groups to the amino groups. It is an enantiomer of a L-cystine zwitterion. It is a tautomer of a D-cystine. C([C@H](C(=O)[O-])[NH3+])SSC[C@H](C(=O)[O-])[NH3+]